C1(CC1)NC(=O)C1=CN=C2N1N=C(C=C2N(C)CC2=CC=C(C=C2)OC)N2C=C(C1=CC=CC=C21)C(=O)OC methyl 1-(3-(cyclopropylcarbamoyl)-8-((4-methoxybenzyl)(methyl)amino)imidazo[1,2-b]pyridazin-6-yl)-1H-indole-3-carboxylate